C1(=CC=CC=C1)C=1N=C2C(NC(NC2=NC1C1=CC=CC=C1)=S)=O 2,3-Dihydro-6,7-diphenyl-2-thioxo-4(1H)-pteridinone